(1s,2s)-2-fluoro-N-[2-(2-methoxyphenyl)-3-methyl-1-[[2-(trimethylsilyl)ethoxy]methyl]pyrrolo[3,2-c]pyridin-6-yl]cyclopropane-1-carboxamide F[C@@H]1[C@@H](C1)C(=O)NC1=CC2=C(C=N1)C(=C(N2COCC[Si](C)(C)C)C2=C(C=CC=C2)OC)C